COC(=O)C1CC(NC1C)C(=O)O 4-(methoxycarbonyl)-5-methylpyrrolidine-2-carboxylic acid